ClC=1C(=NC(=NC1)NC1=CC(=C(C=C1)N1CCN(CC1)C)C)N1C=C(C2=CC=CC=C12)C(=O)N 1-{5-chloro-2-[3-methyl-4-(4-methyl-piperazin-1-yl)-phenylamino]-pyrimidin-4-yl}-1H-indole-3-carboxamide